ClC1=C(C=CC=C1)CCS(=O)(=O)NC=1C(=NOC1C1=CC=C(C(=N1)C)NC(=O)[C@@H]1[C@H](CCCC1)C(=O)OC(C)(C)C)C tert-butyl (1S,2S)-2-((6-(4-((2-(2-chlorophenyl)ethyl)sulfonamido)-3-methylisoxazol-5-yl)-2-methylpyridin-3-yl)carbamoyl)cyclohexane-1-carboxylate